2-[3-[[1-(2-fluoroethyl)-4-[[4-(trifluoromethyl)phenyl]methyl]indole-3-carbonyl]amino]-1-bicyclo[1.1.1]pentanyl]acetic acid FCCN1C=C(C2=C(C=CC=C12)CC1=CC=C(C=C1)C(F)(F)F)C(=O)NC12CC(C1)(C2)CC(=O)O